O=C1CN(CCN1)C1=CC=C(C=N1)CNC(OC(C)(C)C)=O tertbutyl ((6-(3-oxopiperazin-1-yl)pyridin-3-yl)methyl)carbamate